OP(=O)(O)OC=1C=C2C(=CNC2=CC1)CCNC(CN1C(CCC1)=O)=O N-{2-[5-(dihydroxyphosphoryloxy)-1H-indol-3-yl]ethyl}(2-oxo-1-pyrrolidinyl)acetamide